N-(4-(chlorodifluoromethoxy)phenyl)-1-isopropyl-3-methyl-7-(pyrimidin-5-yl)indoline-5-carboxamide ClC(OC1=CC=C(C=C1)NC(=O)C=1C=C2C(CN(C2=C(C1)C=1C=NC=NC1)C(C)C)C)(F)F